ClC=1C=CC2=C(C[C@@H](CC=3N2C(=NN3)[C@@H]3CC[C@H](CC3)OC3=NC=CC=C3)NC(C(C)(C)C)=O)C1 N-{(5S)-8-Chloro-1-[trans-4-(pyridin-2-yloxy)cyclohexyl]-5,6-dihydro-4H-[1,2,4]triazolo[4,3-a][1]benzazepin-5-yl}-2,2-dimethylpropanamid